methyl 2-((4-(6-((2,4-dichlorobenzofuran-7-yl)methoxy)pyridin-2-yl)cyclohex-3-en-1-yl)methyl)-1-(((S)-oxetan-2-yl)methyl)-1H-benzo[d]imidazole-6-carboxylate ClC=1OC2=C(C1)C(=CC=C2COC2=CC=CC(=N2)C2=CCC(CC2)CC2=NC1=C(N2C[C@H]2OCC2)C=C(C=C1)C(=O)OC)Cl